C1(CC1)C1=NC=C(C(=O)NC2=CC(=CC=C2)[C@H](C)NC=2C=NC=3C(N2)=NN(C3)CC)C=C1 (S)-6-cyclopropyl-N-(3-(1-((2-ethyl-2H-pyrazolo[3,4-b]pyrazin-6-yl)amino)ethyl)phenyl)nicotinamide